Methyl 1,6,6-trimethyl-2-oxo-7,8-dihydro-5H-quinoline-3-carboxylate CN1C(C(=CC=2CC(CCC12)(C)C)C(=O)OC)=O